N-[8-chloro-2-methylimidazo[1,2-a]pyridin-6-yl]-5-(piperazin-1-yl)cinnoline-8-carboxamide ClC=1C=2N(C=C(C1)NC(=O)C=1C=CC(=C3C=CN=NC13)N1CCNCC1)C=C(N2)C